CC1=C(C=CC=C1)C1=CC=CC=C1 (2-methyl)1,1'-biphenyl